6-bromo-2-(2-ethyl-phenyl)-benzofuran BrC1=CC2=C(C=C(O2)C2=C(C=CC=C2)CC)C=C1